COC1=CC=CC(=C1OC)C(=O)C2=CC=CC=C2 dimethoxybenzophenone